ClC1=CC(=C(C=C1)C1CCN(CC1)C1=C(C=CC=C1)SC1=CC=C(C=C1)S(=O)(=O)N(C)C)F 4-((2-(4-(4-chloro-2-fluorophenyl)piperidin-1-yl)phenyl)thio)-N,N-dimethylbenzenesulfonamide